ClC=1C(=C(C=CC1F)[C@H](NC(=O)N1[C@@H](C(NCC1)=O)C)[C@@H]1C[C@H](C1)C1CC1)F (2R)-N-((R)-(3-chloro-2,4-difluorophenyl)(trans-3-cyclopropylcyclobutyl)methyl)-2-methyl-3-oxopiperazine-1-carboxamide